2-(4-cyclopropylphenyl)-2,3-dihydro-[1,4]dioxino[2,3-b]pyridin-7-ol C1(CC1)C1=CC=C(C=C1)C1OC=2C(=NC=C(C2)O)OC1